FC(OC1=C(C=CC(=C1C)F)[C@H]1[C@@H](O[C@@]([C@@H]1C)(C(F)(F)F)C)C(=O)NC1=CC(=NC=C1)C(=O)N)F 4-((2R,3S,4R,5S)-3-(2-(difluoromethoxy)-4-fluoro-3-methylphenyl)-4,5-dimethyl-5-(trifluoromethyl)tetrahydrofuran-2-carboxamido)picolinamide